(2S,4S*)-N-((R)-1-(4-(N-acetoxycarbamimidoyl)thiophen-2-yl)ethyl)-4-(methoxymethyl)-1-((4-phenoxybenzoyl)glycyl)pyrrolidine-2-carboxamide C(C)(=O)ONC(=N)C=1C=C(SC1)[C@@H](C)NC(=O)[C@H]1N(C[C@H](C1)COC)C(CNC(C1=CC=C(C=C1)OC1=CC=CC=C1)=O)=O |o1:20|